O1CCN(CC1)C1=CC(=NC=N1)N1CC2(CN(C2)C(C=C)=O)C1 1-(6-(6-Morpholinopyrimidin-4-yl)-2,6-diazaspiro[3.3]heptan-2-yl)prop-2-en-1-one